NCC(C(=O)NC1=CC=2C(=CN=CC2)S1)C1=CC=C(C=C1)CCCO 3-amino-2-(4-(3-hydroxypropyl)phenyl)-N-(thieno[2,3-c]pyridin-2-yl)propanamide